Cl.NCCCCCC(=O)OCC(=O)[C@]1(CC[C@H]2[C@@H]3CCC4=CC(C=C[C@@]4([C@H]3C(C[C@]12C)=O)C)=O)O 2-((8S,9S,10R,13S,14S,17R)-17-hydroxy-10,13-dimethyl-3,11-dioxo-6,7,8,9,10,11,12,13,14,15,16,17-dodecahydro-3H-cyclopenta[a]phenanthren-17-yl)-2-oxoethyl 6-aminohexanoate hydrochloride